C(C)(C)(C)OC(=O)N1CC(C1)CCC1=C(C=C(C=C1)C)F 3-[2-(2-fluoro-4-methyl-phenyl)ethyl]azetidine-1-carboxylic acid tert-butyl ester